N-(4-cyano-3-(trifluoromethyl)phenyl)-2-((4-fluoro-1H-pyrazol-1-yl)methyl)acrylamide C(#N)C1=C(C=C(C=C1)NC(C(=C)CN1N=CC(=C1)F)=O)C(F)(F)F